O=C(C=O)CC 2-OXOBUTANALDEHYDE